6-(4-((5-fluoro-2-methoxybenzoylamino)methyl)phenyl)-4-(3-hydroxycyclopentyl)-1H-indazole-7-carboxamide FC=1C=CC(=C(C(=O)NCC2=CC=C(C=C2)C2=CC(=C3C=NNC3=C2C(=O)N)C2CC(CC2)O)C1)OC